CC1C(CCCC1)NC(=O)CC(CC(=O)NC1C(CCCC1)C)C(=O)NC1C(CCCC1)C 1,2,3-propanetricarboxylic acid tris(2-methylcyclohexylamide)